N,N'-diphenyl-N,N'-Bis(3-methylphenyl)-1,1'-biphenyl-4,4'-diamine C1(=CC=CC=C1)N(C1=CC=C(C=C1)C1=CC=C(C=C1)N(C1=CC(=CC=C1)C)C1=CC=CC=C1)C1=CC(=CC=C1)C